tert-Butyl (S)-(1-(4-(4-chlorophenyl)-2,3,9-trimethyl-6H-thieno[3,2-f][1,2,4]triazolo[4,3-a][1,4]diazepin-6-yl)-2-oxo-6,9,12,15-tetraoxa-3-azaheptadecan-17-yl)carbamate ClC1=CC=C(C=C1)C1=N[C@H](C=2N(C3=C1C(=C(S3)C)C)C(=NN2)C)CC(NCCOCCOCCOCCOCCNC(OC(C)(C)C)=O)=O